5-(2-chlorophenyl)thio-3-(1-(neopentyl)piperidin-4-yl)-1H-indole acrylate C(C=C)(=O)O.ClC1=C(C=CC=C1)SC=1C=C2C(=CNC2=CC1)C1CCN(CC1)CC(C)(C)C